FC(OC1=C(C=CC=C1)[C@H]1CCN2N1C=1C=C(C=CC1C2=O)C=2C=NC(=NC2)NCCCOC)F (R)-3-(2-(Difluoromethoxy)phenyl)-6-(2-((3-methoxypropyl)amino)pyrimidin-5-yl)-2,3-dihydropyrazolo[1,2-a]indazol-9(1H)-one